C(C=C)(=O)N.NCCS(=O)(=O)O taurine acrylamide